(±)-methyl 2-((2-ethylhex-1-en-1-yl)oxy)propanoate C(C)C(=CO[C@@H](C(=O)OC)C)CCCC |r|